2-azidobut-3-en-1-yl-2-diazo-2-(4-methoxyphenyl)acetate N(=[N+]=[N-])C(COC(C(C1=CC=C(C=C1)OC)=[N+]=[N-])=O)C=C